CC1=NN=C2N1C1=C(NC2(C)C)C=NC=C1C 1,4,4,9-tetramethyl-4,5-dihydropyrido[3,4-e][1,2,4]triazolo[4,3-a]pyrazine